4-Bromo-1-[[(3R)-3-ethyl-5-oxo-pyrrolidin-2-yl]methoxy]-N-methyl-isoquinoline-6-carboxamide BrC1=CN=C(C2=CC=C(C=C12)C(=O)NC)OCC1NC(C[C@H]1CC)=O